2-((4-(7-((2S,4R)-4-cyanopyrrolidine-2-carbonyl)-2,7-diazaspiro[3.5]nonan-2-yl)pyrimidin-5-yl)oxy)-N-ethyl-5-fluoro-N-isopropylbenzamide C(#N)[C@@H]1C[C@H](NC1)C(=O)N1CCC2(CN(C2)C2=NC=NC=C2OC2=C(C(=O)N(C(C)C)CC)C=C(C=C2)F)CC1